NC1=C2C(=CC=CC2=CC(=C1)S(=O)(=O)O)O 5-amino-4-hydroxy-7-sulfonaphthalene